1,2,3-trichloro-1,1,2,3-tetrafluoropropane ClC(C(C(F)Cl)(F)Cl)(F)F